CN1N=CC(=C1)C1N(OCC1)C(=O)C1CCN(CC1)C1=NC=CC(=N1)C#N 2-[4-[3-(1-methylpyrazol-4-yl)isoxazolidine-2-carbonyl]-1-piperidinyl]pyrimidine-4-carbonitrile